methyl 3,5-difluoro-2-(piperidin-4-yl)isonicotinate FC1=C(C(=O)OC)C(=CN=C1C1CCNCC1)F